N[C@H](C(=O)N[C@H]1CCCCNC(CCNC([C@@H](NC1=O)CC1=CC(=C(C=C1)O)C(C)(C)C)=O)=O)CC1=CC=CC=C1 (2S)-2-amino-N-[(2S,13S)-2-[(3-tert-butyl-4-hydroxyphenyl)methyl]-3,7,14-trioxo-1,4,8-triazacyclotetradec-13-yl]-3-phenylpropanamide